ClC1=C(C=NC=C1)COC=1C=CC2=C(C(=C(O2)C)C(=O)NC2C(CN(CC2)C(=O)OC(C)(C)C)(F)F)C1 tert-butyl 4-(5-((4-chloropyridin-3-yl)methoxy)-2-methylbenzofuran-3-carboxamido)-3,3-difluoro-piperidine-1-carboxylate